C(#N)N1C[C@]2(CC2C1)NC(=O)C1=NNC(=C1)C1=C(C=CC=C1)SC1=CC=CC=C1 N-((1R)-3-Cyano-3-azabicyclo[3.1.0]hexan-1-yl)-5-(2-(phenylthio)phenyl)-1H-pyrazol-3-carboxamid